1,3-difluoro-2-iodo-benzene FC1=C(C(=CC=C1)F)I